FC1=C(C=CC=C1)C#CC1=CC=C(C(=O)NCC2(CCCCC2)OC)C=C1 4-((2-fluorophenyl)ethynyl)-N-((1-methoxycyclohexyl)methyl)benzamide